OC=1C=C(C=CC1C=1N=NC(=CC1)OC1CC(NC(C1)(C)C)(C)C)C1=CC(=NC=C1)O 4-(3-hydroxy-4-(6-((2,2,6,6-tetramethylpiperidin-4-yl)oxy)pyridazin-3-yl)phenyl)pyridin-2-ol